BrC=1C=CC=C2C(C(COC12)=O)(C(=O)OCC)C Ethyl 8-bromo-4-methyl-3-oxo-chromane-4-carboxylate